4-(5-bromobenzimidazol-1-yl)-2-(difluoromethoxy)-N-ethyl-6-methoxy-benzamide BrC1=CC2=C(N(C=N2)C2=CC(=C(C(=O)NCC)C(=C2)OC)OC(F)F)C=C1